(3-(Isopropylamino)azetidin-1-yl)(5-(4-(trifluoromethyl)phenoxy)naphthalen-2-yl)methanone C(C)(C)NC1CN(C1)C(=O)C1=CC2=CC=CC(=C2C=C1)OC1=CC=C(C=C1)C(F)(F)F